C(#N)C1=C(C=CC=2N=C(SC21)NC(=O)C2CC2)OC2=CC(=C(C=C2)F)NC(CC2=CC(=CC=C2)C(F)(F)F)=O N-(7-cyano-6-(4-fluoro-3-(2-(3-(trifluoromethyl)-phenyl)acetamido)phenoxy)benzo[d]thiazol-2-yl)cyclopropanecarboxamide